IC=1C=C2CCNCC2=C(C1CCC)I (S)-6,8-diiodo-7-propyl-1,2,3,4-tetrahydroisoquinoline